4-(3-methyl-2-oxo-1H-benzimidazol-4-yl)-3-oxo-piperidine-1-carboxylic acid tert-butyl ester C(C)(C)(C)OC(=O)N1CC(C(CC1)C1=CC=CC=2NC(N(C21)C)=O)=O